2-methylphenanthrone CC1=CC=2CC(C3=CC=CC=C3C2C=C1)=O